Cl.NC1CCC(CC1)C[O-] ((1r,4r)-4-aminocyclohexyl)methoxide hydrochloride